3-(3-(4-(chloromethyl)phenyl)-5-(5-fluoropyridin-2-yl)-3H-imidazo[4,5-b]pyridin-2-yl)pyridin-2-amine ClCC1=CC=C(C=C1)N1C(=NC=2C1=NC(=CC2)C2=NC=C(C=C2)F)C=2C(=NC=CC2)N